FC=1C=CC(=NC1)OC=1C=C(C=CC1C)NC(=O)C1(CC(C1)OC)C(=O)N ((3-((5-fluoropyridin-2-yl)oxy)-4-methylphenyl)carbamoyl)-3-methoxycyclobutane-1-carboxamide